2,4-pyrimidinedione N1C(NC(C=C1)=O)=O